ClC=1C2=C(C(=NC1)F)[C@H]1CC[C@@H](C2)N1C(=O)NC1=C(C=C(C(=C1)Cl)Cl)F (6S,9R)-4-Chloro-N-(4,5-dichloro-2-fluorophenyl)-1-fluoro-6,7,8,9-tetrahydro-5H-6,9-epiminocyclohepta[c]pyridine-10-carboxamide